FC=1C=C(OC=2C3=C(N=CN2)CN(CC3)C(=O)OC(C)(C)C)C=CC1NC(=O)C=1C(N(C(N(C1)C(C)C)=O)C1=CC=C(C=C1)F)=O tert-butyl 4-(3-fluoro-4-(3-(4-fluorophenyl)-1-isopropyl-2,4-dioxo-1,2,3,4-tetrahydropyrimidine-5-carboxamido)phenoxy)-5,6-dihydropyrido[3,4-d]pyrimidine-7(8H)-carboxylate